3,6-diphenyl-4,5-dimethoxy-1,2-benzoquinone C1(=CC=CC=C1)C=1C(C(C(=C(C1OC)OC)C1=CC=CC=C1)=O)=O